O=C1N(CCC(N1)=O)C1=C(CN2CCC(CC2)N2N=C3C=C(C(=CC3=C2)NC(C2=CN=C(C=C2)C(F)(F)F)=O)C(C)(C)O)C=CC=C1 N-(2-(1-(2-(2,4-dioxotetrahydropyrimidin-1(2H)-yl)benzyl)piperidin-4-yl)-6-(2-hydroxypropan-2-yl)-2H-indazol-5-yl)-6-(trifluoromethyl)nicotinamide